4-t-butyl-2-hydroxycyclohexyl-methacrylamide C(C)(C)(C)C1CC(C(CC1)C=C(C(=O)N)C)O